(5-fluoro-2-methoxyphenyl)methanone tert-butyl-(5-bromo-7-(N-(1-methylcyclopropyl)sulfamoyl)quinolin-2-yl)carbamate C(C)(C)(C)N(C(O)=O)C1=NC2=CC(=CC(=C2C=C1)Br)S(NC1(CC1)C)(=O)=O.FC=1C=CC(=C(C1)C=O)OC